BrC1CC2(CC1)CCCC2 2-bromospiro[4.4]nonane